2-Chloro-5-((4-(2-(4-chlorophenyl)imidazo[1,2-a]pyridin-3-yl)-1H-1,2,3-triazol-1-yl)methyl)-benzoic acid ClC1=C(C(=O)O)C=C(C=C1)CN1N=NC(=C1)C1=C(N=C2N1C=CC=C2)C2=CC=C(C=C2)Cl